2-[2-(methylsulfanyl)acetyl]-5-({2-[2-(methylsulfanyl)acetyl]-1,3-dioxo-2,3-dihydro-1H-inden-5-yl}oxy)-2,3-dihydro-1H-indene-1,3-dione CSCC(=O)C1C(C2=CC=C(C=C2C1=O)OC=1C=C2C(C(C(C2=CC1)=O)C(CSC)=O)=O)=O